2-[4-[5-(tert-Butoxycarbonylamino)-4-cyano-1-isopropyl-pyrazol-3-yl]-2,3-difluoro-phenyl]acetic acid methyl ester COC(CC1=C(C(=C(C=C1)C1=NN(C(=C1C#N)NC(=O)OC(C)(C)C)C(C)C)F)F)=O